((R)-1-((S)-2-(5-chloro-2-methoxybenzamido)-3-phenylpropionamido)-3-methylbutyl)boronic acid ClC=1C=CC(=C(C(=O)N[C@H](C(=O)N[C@@H](CC(C)C)B(O)O)CC2=CC=CC=C2)C1)OC